N-AcetylGlutamine C(C)(=O)N[C@@H](CCC(N)=O)C(=O)O